BrC=1C=C2C(=NC1C=O)N(N=C2)COCC[Si](C)(C)C 5-bromo-1-((2-(trimethylsilyl)ethoxy)methyl)-1H-pyrazolo[3,4-b]pyridine-6-carbaldehyde